9,9-difluoro-3,7-diazabicyclo[3.3.1]nonan FC1(C2CNCC1CNC2)F